FC(COC1=CC=2N(C=C1)C(=CN2)C2=NC(=NC=C2)N[C@H]2CNCCC2)F (R)-4-(7-(2,2-difluoroethoxy)imidazo[1,2-a]pyridin-3-yl)-N-(piperidin-3-yl)pyrimidin-2-amine